butyl (4R)-2-[3-fluoro-5-(methylsulfanyl)phenyl]-4-hydroxypyrrolidine-1-carboxylate FC=1C=C(C=C(C1)SC)C1N(C[C@@H](C1)O)C(=O)OCCCC